ClC1=NC=C(C(=C1)NC1CC(CCC1)NCC(F)F)C1=NN(C=C1)C N1-(2-chloro-5-(1-methyl-1H-pyrazol-3-yl)pyridin-4-yl)-N3-(2,2-difluoroethyl)cyclohexane-1,3-diamine